O=C1C=CC=2C(=CC=NC2N1)NC=1C=C2CCCC2=CC1 5-((7-oxo-7,8-dihydro-1,8-naphthyridin-4-yl)amino)-2,3-dihydro-1H-indene